CN1C(=NN=C1)C1CN(C1)C1=C(C#N)C=CC=C1C=1C=NC=CC1 2-(3-(4-methyl-4H-1,2,4-triazol-3-yl)azetidin-1-yl)-3-(pyridin-3-yl)benzonitrile